C(C)(C)(C)OC(=O)N1CCNCC1 t-butylpiperazine-1-carboxylate